[Br-].C1(CCCC1)[C@@](C(=O)OC1C[N+](CC1)(C)CC(=O)OCC)(O)C1=CC=CC=C1 (2R,1'S,3'S)-3-(2-cyclopentyl-2-phenyl-2-hydroxyacetoxy)(ethoxycarbonylmethyl)-1-methylpyrrolidinium bromide